CNCC1=NC=C(C#N)C=C1 6-((methylamino)methyl)-nicotinonitrile